C(#N)C1=CC(=C(C=C1)COC1=CC=CC(=N1)C=1C=C(C(=NC1)CC=1N(C2=C(N1)C=CC(=C2)C(=O)OC)CCOC)F)F methyl 2-{[5-[6-[(4-cyano-2-fluoro-phenyl)methoxy]-2-pyridyl]-3-fluoro-2-pyridyl]methyl}-3-(2-methoxyethyl)benzimidazole-5-carboxylate